C1(CCCCC1)COC=1C=C(C=CC1)S(=O)CCNC(OC(C)(C)C)=O tert-butyl (2-((3-(cyclohexylmethoxy)phenyl)sulfinyl)ethyl)carbamate